methyl (S)-2-(2-methyl-2-(tetrahydro-2H-pyran-4-yl)propanamido)-9-(5,6,7,8-tetrahydro-1,8-naphthyridin-2-yl)nonanoate CC(C(=O)N[C@H](C(=O)OC)CCCCCCCC1=NC=2NCCCC2C=C1)(C)C1CCOCC1